FC(OC1=CC=C(C=C1)CNC)F 1-(4-(difluoromethoxy)phenyl)-N-methylmethanamine